N1(CCOCC1)CCNC(=O)C1=CC2=C(N=CN2)C=C1 benzoimidazole-5-carboxylic acid (2-morpholin-4-yl-ethyl)-amide